NCCC=C(C(=O)N)C aminoethyl-methyl-acrylamide